COC=1C=C2[C@]3(C=NC2=CC1)[C@@H](C3)C3=CC=C1C(=NNC1=C3)NC=3C(=NC=C(C3)N3CCOCC3)OC (1R,2S)-5'-methoxy-2-(3-{[2-methoxy-5-(morpholin-4-yl)pyridin-3-yl]amino}-1H-indazol-6-yl)spiro[cyclopropane-1,3'-indol]